5-((R)-1-(3,5-dichloropyridin-4-yl)ethoxy)-3-iodo-6-methoxy-1-(tetrahydro-2H-pyran-2-yl)-1H-indazole ClC=1C=NC=C(C1[C@@H](C)OC=1C=C2C(=NN(C2=CC1OC)C1OCCCC1)I)Cl